(trans)-4-(4-((4-amino-3-methoxyphenyl)amino)piperidin-1-yl)adamantan-1-ol NC1=C(C=C(C=C1)NC1CCN(CC1)C1C2CC3(CC(CC1C3)C2)O)OC